2-Ethynyl-N-(4-(6-fluorobenzo[d]thiazol-5-yl)phenethyl)thiazole-4-carboxamide C(#C)C=1SC=C(N1)C(=O)NCCC1=CC=C(C=C1)C=1C(=CC2=C(N=CS2)C1)F